C1(C(CCCC1)C(=O)O)C(=O)O.C1=CC=CC=C1.FC1=C(C(=CC(=C1F)F)F)OB(O)O (2,3,4,6-tetrafluorophenyl)borate-benzene 1,2-cyclohexane-dicarboxylate